5-bromo-1H-pyrrole-2-carboxylic acid BrC1=CC=C(N1)C(=O)O